acetic acid (4-butyl-1-vinyl-cyclohexyl) ester C(CCC)C1CCC(CC1)(C=C)OC(C)=O